FC=1C=C(C=CC1OC1=CC=NC2=CC(=C(C=C12)OC)OCCCN1CCC(CC1)F)NC(=O)C1=C2C(=CN(C1=O)C1=CC=C(C=C1)F)CCO2 N-(3-fluoro-4-((7-(3-(4-fluoropiperidin-1-yl)propoxy)-6-methoxyquinolin-4-yl)oxy)phenyl)-5-(4-fluorophenyl)-6-oxo-2,3,5,6-tetrahydrofuro[3,2-c]pyridine-7-carboxamide